FC1(CC(C1)CNC(=O)C=1C=NN2C1C=C(C=C2)C2=CNC=1N=C(N=CC12)N[C@@H]1CC[C@@H](CC1)OC(F)(F)F)F N-((3,3-difluorocyclobutyl)methyl)-5-(2-((cis-4-(trifluoromethoxy)cyclohexyl)amino)-7H-pyrrolo[2,3-d]pyrimidin-5-yl)pyrazolo[1,5-a]pyridine-3-carboxamide